N-(1-(3-Aminophenyl)-2-(benzylamino)-2-oxoethyl)-N-(3-chloro-4-methoxy-phenyl)-2-fluoroacrylamide NC=1C=C(C=CC1)C(C(=O)NCC1=CC=CC=C1)N(C(C(=C)F)=O)C1=CC(=C(C=C1)OC)Cl